OC=1C=C2C=C(C=CC2=CC1)C(=O)O 6-hydroxy-3-naphthoic acid